COC1=C(C=CC(=C1)CC(C)S(=O)(=O)C1=CC=C(C)C=C1)O 2-methoxy-4-(2-(p-toluenesulfonyl)propyl)phenol